3-((1S,4S,5S)-2-acetyl-2-azabicyclo[2.2.1]heptan-5-yl)-N-(5-chloro-4-(5,5-dimethyl-5,6-dihydro-4H-pyrrolo[1,2-b]pyrazol-3-yl)pyridin-2-yl)propanamide C(C)(=O)N1[C@H]2C[C@@H]([C@@H](C1)C2)CCC(=O)NC2=NC=C(C(=C2)C2=C1N(N=C2)CC(C1)(C)C)Cl